ClC=1C=C2C(C(=CN(C2=CC1N1[C@H](CCC1)COC1=NC=CC=C1Cl)C=1NC=CN1)C(=O)O)=O (R)-6-chloro-7-(2-(((3-chloropyridin-2-yl)oxy)methyl)pyrrolidin-1-yl)-1-(1H-imidazol-2-yl)-4-oxo-1,4-dihydroquinoline-3-carboxylic acid